(RS)-4-Chloro-N-[4-(2-pyrrolidin-3-yl-ethyl)-phenyl]-benzamide hydrochloride Cl.ClC1=CC=C(C(=O)NC2=CC=C(C=C2)CC[C@H]2CNCC2)C=C1 |r|